10-oxa-2,4,8-triazadodecanoic acid C(NCNCCCNCOCC)(=O)O